FC1=C(CN2C(N(C(C3=CC=C(C=C23)C(=O)NCC2=C(C=C(C=C2F)F)F)C)C)=O)C=C(C=C1)CO 1-(2-fluoro-5-(hydroxymethyl)benzyl)-3,4-dimethyl-2-oxo-N-(2,4,6-trifluorobenzyl)-1,2,3,4-tetrahydroquinazoline-7-carboxamide